tert-butyl (3-(methylcarbamoyl)bicyclo[1.1.1]pentan-1-yl)carbamate CNC(=O)C12CC(C1)(C2)NC(OC(C)(C)C)=O